2-methylbenzidine-2-carboxylic acid CC1(C(=CC=C(C1)N)C1=CC=C(N)C=C1)C(=O)O